C(CCCCCCCCCCCCCCCCC)N1C=C(C(C=C1)=O)OC(=O)C(C)(C)C N-octadecyl-3-tert-butylcarbonyloxy-pyridin-4-one